C1(CC1)C1=C(C=C(C=C1)NC(=O)N1[C@H](CCC1)C(=O)NC1=CC=C(C=C1)C1=CC=C(C=C1)C(=O)OC(C)(C)C)C(F)(F)F tert-butyl 4'-[(1-{[4-cyclopropyl-3-(trifluoromethyl)phenyl]carbamoyl}-D-prolyl)amino][1,1'-biphenyl]-4-carboxylate